3-iodo-5-methyl-1-(oxan-2-yl)pyrazole IC1=NN(C(=C1)C)C1OCCCC1